CCN([N-]C)C(C1=C(C(=CC(=C1)Br)Br)NC(=O)C1=CC(=NN1C1=NC=CC=C1Cl)Br)=O methyl-2-[3,5-dibromo-2-({[3-bromo-1-(3-chloropyridin-2-yl)-1H-pyrazol-5-yl]carbonyl}amino)benzoyl]-1,2-dimethylhydrazinide